C(C1=CC=CC=C1)N1N=CC(=C1)C=1C=CC(N(C1)CC)=O 5-(1-benzyl-1H-pyrazol-4-yl)-1-ethylpyridin-2(1H)-one